1-(4-fluorophenylethyl)-1H-pyrrole-2,5-dione FC1=CC=C(C=C1)CCN1C(C=CC1=O)=O